2-(4-(benzofuran-4-ylmethyl)-2-(2-isopropylphenyl)piperazin-1-yl)-7-azaspiro[3.5]nonane O1C=CC2=C1C=CC=C2CN2CC(N(CC2)C2CC1(C2)CCNCC1)C1=C(C=CC=C1)C(C)C